BrC1=CC(=C(C=C1)NC1=C(C2=C(CCO2)C=C1C(=O)O)F)F 6-((4-Bromo-2-fluorophenyl)amino)-7-fluoro-2,3-dihydrobenzofuran-5-carboxylic acid